Cl.C1CCCC2=NC3=CC=CC=C3C=C12 1,2,3,4-tetrahydroacridine hydrochloride